tert-butyl 5-[(6-{[3-(4-aminophenyl)-1-tert-butyl-4-carbamoyl-1H-pyrazol-5-yl]amino} pyridin-3-yl)oxy]pentanoate NC1=CC=C(C=C1)C1=NN(C(=C1C(N)=O)NC1=CC=C(C=N1)OCCCCC(=O)OC(C)(C)C)C(C)(C)C